IC1=C(C=2C(C3=C(C=C(C=C3C(C2C=C1O)=O)C)O)=O)O 2-iodo-1,3,8-trihydroxy-6-methyl-9,10-dihydro-anthracene-9,10-dione